5-(2-chloro-3-fluorophenyl)-3-((cyclopropylmethyl)amino)-4H-benzo[e][1,2,4]thiadiazine 1,1-dioxide ClC1=C(C=CC=C1F)C1=CC=CC2=C1NC(=NS2(=O)=O)NCC2CC2